[Na].[K].[Sr] Strontium potassium sodium